FC(C(=O)O)(F)F.N[C@@H]1CC[C@H](CC1)NC(=O)C1OC2=C(C1)C=C(C=C2)Cl trans-N-(4-aminocyclohexyl)-5-chloro-2,3-dihydrobenzofuran-2-carboxamide trifluoroacetate salt